OC1=CC=C2C(=N1)N=C(N2CC2=CC=C(C=C2)B(O)O)C(C)C (4-((5-hydroxy-2-isopropyl-1H-imidazo[4,5-b]pyridin-1-yl)methyl)phenyl)boronic acid